C(C)C1=C(C=2C=C3C(=C(C(=CC=4[C@H]([C@@H](C(=C(C5=CC(=C(N5)C=C1N2)C)C)N4)CCC(=O)N(C)CCCCCO)C)N3)C)C=C)C 3-((7S,8S)-18-ethyl-2,5,8,12,17-pentamethyl-13-vinyl-7H,8H-porphyrin-7-yl)-N-(5-hydroxypentyl)-N-methylpropanamide